2,3-dichloro-benzylamine ClC1=C(CN)C=CC=C1Cl